ClC1=C(C=2CC3(N(C2C=C1F)CCNC3)C3=CC=CC=C3)C3=C(C(=O)NC)C=CC=C3 2-((9R)-8-chloro-7-fluoro-10a-phenyl-1,2,3,4,10,10a-hexahydropyrazino[1,2-a]indol-9-yl)-N-methylbenzamide